5,12-dihydro-quino[2,3-B]acridine-7,14-dione C1=CC=CC=2NC=3C=C4C(=CC3C(C12)=O)NC1=CC=CC=C1C4=O